IC1=C(C(=CC=C1)Br)Cl 1-iodo-2-chloro-3-bromobenzene